3-Fluoro-4-(3-(2-(2-hydroxylpropionyl)-1,2,3,4-tetrahydroisochinolin-7-yl)-6-oxo-1H-pyrazolo[4,3-c]pyridazin-5(6H)-yl)-5-methylbenzonitril FC=1C=C(C#N)C=C(C1N1N=C2C(=CC1=O)NN=C2C2=CC=C1CCN(CC1=C2)C(C(C)O)=O)C